C1(CC1)C1=CC=C(C=N1)[C@H]1COC2=C(O1)C(=CC(=C2)CN2C=NC=1C2=NC=CC1)OC (S)-3-((2-(6-cyclopropylpyridin-3-yl)-8-methoxy-2,3-dihydrobenzo[b][1,4]dioxin-6-yl)methyl)-3H-imidazo[4,5-b]pyridine